ClC1=CC=C(C=C1)C1=C2C(=C(N=N1)NC1CN(CCC1)C1CC1)C=NC=C2 1-(4-chlorophenyl)-N-(1-cyclopropylpiperidin-3-yl)pyrido[3,4-d]pyridazin-4-amine